sodium dodecyl-sulfur C(CCCCCCCCCCC)[S].[Na]